3-Formyl-2-thiopheneboronic acid C(=O)C1=C(SC=C1)B(O)O